(1r,3r)-3-(cyanoamino)-N-[2-(3,3-difluorocyclobutyl)-1,3-thiazol-5-yl]cyclobutane-1-carboxamide C(#N)NC1CC(C1)C(=O)NC1=CN=C(S1)C1CC(C1)(F)F